OC1(CCN(CC12CCCC2)C(=O)N2[C@@H](CCC2)CC=2SC=CC2)CN2C=NC(=CC2=O)C2=CC=CC=C2 3-((10-Hydroxy-7-((S)-2-(thiophen-2-ylmethyl)pyrrolidine-1-carbonyl)-7-azaspiro[4.5]decan-10-yl)methyl)-6-phenylpyrimidin-4(3H)-one